tert-butyl 3-((3-((R)-1-aminoethyl)-2-fluorophenyl)difluoromethyl)-8-azabicyclo[3.2.1]octane-8-carboxylate N[C@H](C)C=1C(=C(C=CC1)C(C1CC2CCC(C1)N2C(=O)OC(C)(C)C)(F)F)F